1-phenyl-1-propanol C1(=CC=CC=C1)C(CC)O